NC1=NC(=C(C=C1C=1C=C2CCNC(C2=CC1F)=O)C1=CC(=C(C=C1)N1CCSCC1)CN(C)C)F 6-(2-amino-5-(3-((dimethylamino)methyl)-4-thiomorpholinophenyl)-6-fluoropyridin-3-yl)-7-fluoro-3,4-dihydroisoquinolin-1(2H)-one